chloroformic amide ClC(=O)N